4-(5-methyl-2-((1-methyl-1H-pyrazol-5-yl)amino)pyrimidin-4-yl)-N-((tetrahydro-2H-pyran-3-yl)methyl)oxazole-2-carboxamide CC=1C(=NC(=NC1)NC1=CC=NN1C)C=1N=C(OC1)C(=O)NCC1COCCC1